[(6-methylpyrazin-2-yl)methyl]({2-[(9R)-9-(pyridin-2-yl)-6-oxaspiro[4.5]decan-9-yl]ethyl})amine CC1=CN=CC(=N1)CNCC[C@]1(CCOC2(CCCC2)C1)C1=NC=CC=C1